2-amino-2'-methyl-biphenyl NC1=C(C=CC=C1)C1=C(C=CC=C1)C